naphthalen-2-yl (2-methoxyethyl)carbamate COCCNC(OC1=CC2=CC=CC=C2C=C1)=O